N-(2-oxaspiro[3.3]Hept-6-yl)pyrazine-2-carboxamide methyl-(S)-4-(1-(3-(difluoromethyl)-5-(3-ethylphenoxy)-1-methyl-1H-pyrazole-4-carboxamido)ethyl)benzoate COC(C1=CC=C(C=C1)[C@H](C)NC(=O)C=1C(=NN(C1OC1=CC(=CC=C1)CC)C)C(F)F)=O.C1OCC12CC(C2)NC(=O)C2=NC=CN=C2